[O-]S(=O)(=O)C(F)(F)F.[In+3].[O-]S(=O)(=O)C(F)(F)F.[O-]S(=O)(=O)C(F)(F)F indium (iii) triflate